3-Chloro-4-methylbenzenamine ClC=1C=C(C=CC1C)N